4-methoxyphenyl 4-O-acetyl-3,6-di-O-benzyl-2-deoxy-2-(1,3-dioxido-1,3-dihydro-2H-isoindol-2-yl)-beta-D-glucopyranoside C(C)(=O)O[C@H]1[C@@H]([C@H]([C@H](OC2=CC=C(C=C2)OC)O[C@@H]1COCC1=CC=CC=C1)N1C(C2=CC=CC=C2C1[O-])[O-])OCC1=CC=CC=C1